3-(((2,5-Bis(trifluoromethyl)pyrazolo[1,5-a]pyrimidin-7-yl)amino)methyl)-3-(4-fluorophenyl)-N-((1R,3R)-3-hydroxycyclopentyl)azetidine-1-carboxamide FC(C1=NN2C(N=C(C=C2NCC2(CN(C2)C(=O)N[C@H]2C[C@@H](CC2)O)C2=CC=C(C=C2)F)C(F)(F)F)=C1)(F)F